C(#N)C1=C(C=C(C=C1)C(F)(F)F)C12C(C(C(C(C1)O)O2)C=2C(=NN(C2)C)C(F)(F)F)C(=O)N (2-cyano-5-(trifluoromethyl)phenyl)-5-hydroxy-3-(1-methyl-3-(trifluoromethyl)-1H-pyrazol-4-yl)-7-oxabicyclo[2.2.1]heptane-2-carboxamide